OCC(C#N)C(C1=CC=CC=C1)C1=CC=CC=C1 2-(hydroxymethyl)-3,3-diphenylpropionitrile